(S)-2-(4-(5-chloro-2-(1H-tetrazol-1-yl)phenyl)-2,3-dioxopiperazin-1-yl)-3-(4-(4-isopropyl-2-oxopiperazin-1-yl)phenyl)propanoic acid ClC=1C=CC(=C(C1)N1C(C(N(CC1)[C@H](C(=O)O)CC1=CC=C(C=C1)N1C(CN(CC1)C(C)C)=O)=O)=O)N1N=NN=C1